N-methyl-4-((2-oxo-2,3-dihydro-1H-benzo[d]imidazol-1-yl)methyl)benzamide CNC(C1=CC=C(C=C1)CN1C(NC2=C1C=CC=C2)=O)=O